2,3,4,4-tetrahydroxybenzophenone OC1=C(C(=O)C2=CC=CC=C2)C=CC(C1O)(O)O